methyl 5-(4,5-diaminopyrimidin-2-yl)-2-fluorobenzoate NC1=NC(=NC=C1N)C=1C=CC(=C(C(=O)OC)C1)F